OC1=C(C=C(C=C1)CCC(CC(CCCCC)O)=O)OC 1-[4'-hydroxy-3'-methoxyphenyl]-5-hydroxy-3-decanone